2-mercapto-5-cyclohexyl-1,3,4-thiadiazole SC=1SC(=NN1)C1CCCCC1